C(C(C)C)C[Sn](N(C)C)(C)C isobutyltrimethyl-(dimethylamino)tin